(6-(2-(2,6-dioxopiperidin-3-yl)-1,3-dioxoisoindolin-4-yl)hex-5-yn-1-yl)benzamide O=C1NC(CCC1N1C(C2=CC=CC(=C2C1=O)C#CCCCCC1=C(C(=O)N)C=CC=C1)=O)=O